N-(4-aminomethyl-phenyl)-N'-[6-(1,2,3,6-tetrahydro-pyridin-4-yl)-pyridazin-3-yl]-terephthalamide NCC1=CC=C(C=C1)NC(C1=CC=C(C(=O)NC=2N=NC(=CC2)C=2CCNCC2)C=C1)=O